Cl.N[C@H](C(=O)OC)CC methyl (S)-2-aminobutyrate hydrochloride